COCCOCCOC=1C=C(C(=O)O)C=C(C1OCCOCCOC)OCCOCCOC 3,4,5-tris(2-(2-methoxyethoxy)ethoxy)benzoic acid